phospholysin P(=O)(O)(O)N[C@@H](CCCCN)C(=O)O